1-((cis)-4-(4-amino-5-(4-phenoxyphenyl)-7H-pyrrolo[2,3-d]pyrimidin-7-yl)cyclohexyl)-4-methyl-1,4-azaphosphinane 4-oxide NC=1C2=C(N=CN1)N(C=C2C2=CC=C(C=C2)OC2=CC=CC=C2)[C@H]2CC[C@H](CC2)N2CCP(CC2)(C)=O